BrC1=NC=CC(=C1)C(CC1=NC=CC=C1)=O 1-(2-bromopyridin-4-yl)-2-(pyridin-2-yl)ethan-1-one